1-(isoquinolin-3-yl)ethan-1-ol C1=NC(=CC2=CC=CC=C12)C(C)O